(R)-4-(7-(4-Chloro-3-(trifluoromethyl)benzoyl)-2-isopropyl-6-methyl-4-oxo-5,6,7,8-tetrahydropyrido[3,4-d]pyrimidin-3(4H)-yl)-N-methylbenzamide ClC1=C(C=C(C(=O)N2CC=3N=C(N(C(C3C[C@H]2C)=O)C2=CC=C(C(=O)NC)C=C2)C(C)C)C=C1)C(F)(F)F